N-(2-(3,3-dimethylbut-2-yloxy)ethyl)-3-morpholinopropan-1-amine CC(C(C)OCCNCCCN1CCOCC1)(C)C